N-(3-(4-(4-chlorophenyl)piperazin-1-yl)propyl)naphthalen-1-sulfonamide ClC1=CC=C(C=C1)N1CCN(CC1)CCCNS(=O)(=O)C1=CC=CC2=CC=CC=C12